tert-butyl (R)-2-(5-aminopyridin-3-yl)azepane-1-carboxylate NC=1C=C(C=NC1)[C@@H]1N(CCCCC1)C(=O)OC(C)(C)C